FC(CCC=1OC=C2C=CC=CC12)(C)F 3-(3,3-difluorobutyl)isobenzofuran